C(C)(C)(C)OC(NC=1C=NC(=CC1)C(C(C)(C1=CC=C(C=C1)C(F)(F)F)C)=O)=O (6-(2-methyl-2-(4-(trifluoromethyl)phenyl)propionyl)pyridin-3-yl)carbamic acid tert-butyl ester